OC(CCCC(=O)O)CCC=CC 5-hydroxy-8-deca-enoic acid